Natrium Chloride [Cl-].[Na+]